FC(C(CC(F)F)F)(F)F 1,1,1,2,4,4-hexafluorobutane